CC1(C(N(C2=CC=C(C=C12)C(F)(F)F)CC(=O)O)=O)C [3,3-dimethyl-2-oxo-5-(trifluoromethyl)indol-1-yl]acetic acid